l-phenylalanine 3-(2-(dimethylamino) ethyl)-1H-indol-4-yl ester 2HCl salt Cl.Cl.CN(CCC1=CNC2=CC=CC(=C12)OC([C@@H](N)CC1=CC=CC=C1)=O)C